1,3,5-triallyl-1,3,5-triazin-2,4,6(1h,3h,5h)-trione C(C=C)N1C(N(C(N(C1=O)CC=C)=O)CC=C)=O